N[C@@H]1C[C@@H](CC1)OC=1C(=NC(=C(C1)F)C)C1=CC(=NN1)NC=1N=CC(=NC1)C#N 5-((5-(3-(((1R,3S)-3-aminocyclopentyl)oxy)-5-fluoro-6-methylpyridin-2-yl)-1H-pyrazol-3-yl)amino)pyrazine-2-carbonitrile